ethyl 6-[2-(4,6-dichloropyrazolo[3,4-d]pyrimidin-1-yl)-5-fluoro-phenoxy]hexanoate ClC1=C2C(=NC(=N1)Cl)N(N=C2)C2=C(OCCCCCC(=O)OCC)C=C(C=C2)F